(S)-Methyl 2-(6-(cyclopropylmethoxy)-5-(3-methoxyazetidin-1-yl)picolinamido)-4-methylpentanoate C1(CC1)COC1=C(C=CC(=N1)C(=O)N[C@H](C(=O)OC)CC(C)C)N1CC(C1)OC